9-(naphthalen-2-yloxy)nonyl-acrylic acid C1=C(C=CC2=CC=CC=C12)OCCCCCCCCCC(C(=O)O)=C